ClC1=CC=C(C=C1)C(\C=C\C1=CC(=C(C=C1)O)O)=O (E)-1-(4-Chlorophenyl)-3-(3,4-dihydroxyphenyl)prop-2-en-1-one